[Si](C)(C)(C(C)(C)C)O[C@@H]1C[C@H](N(CC1)C(=O)OCC1=CC=CC=C1)C1=CC=C(C=C1)C(=O)OC Benzyl (2S,4S)-4-{[tert-butyl(dimethyl)silyl]oxy}-2-[4-(methoxy carbonyl) Phenyl]piperidine-1-carboxylate